5-(2,6-dimethylphenyl)benzene-1,3-dicarboxaldehyde CC1=C(C(=CC=C1)C)C=1C=C(C=C(C1)C=O)C=O